FC1=CC(=C(C=C1)N1CN(C(C2=CC=C(C=C12)C(F)(F)F)=O)C=1C=NC(NC1C)=O)C 1-(4-fluoro-2-methylphenyl)-3-(6-methyl-2-oxo-1,2-dihydropyrimidin-5-yl)-7-(trifluoromethyl)-2,3-dihydro-quinazolin-4(1H)-one